N1=C(C=CC=C1)NC(CNC=1C2=C(N=C(N1)C1=NC=CC=C1)CCC2)=O N-(pyridin-2-yl)-2-{[2-(pyridin-2-yl)-5H,6H,7H-cyclopenta[d]pyrimidin-4-yl]amino}acetamide